4-(4,4-dimethylcyclohexyl)-N-(2-(pyrrolidin-1-yl)ethyl)aniline CC1(CCC(CC1)C1=CC=C(NCCN2CCCC2)C=C1)C